C(#N)C1=CC2=C(N(C(=N2)[C@@H](N[S@](=O)C(C)(C)C)C2CCC(CC2)(F)F)COCC[Si](C)(C)C)C=C1 (R)-N-((S)-(5-Cyano-1-((2-(trimethylsilyl)ethoxy)methyl)-1H-benzo[d]imidazol-2-yl)(4,4-difluorocyclohexyl)methyl)-2-methylpropane-2-sulfinamide